N-mesitylethane-1,2-diamine C1(=C(C(=CC(=C1)C)C)NCCN)C